3-(3-cyclopropyl-phenoxy)-N-[2-(2,4-dichlorophenyl)-2-fluoro-ethyl]pyridine-4-carboxamide C1(CC1)C=1C=C(OC=2C=NC=CC2C(=O)NCC(F)C2=C(C=C(C=C2)Cl)Cl)C=CC1